NC(CCP(O)(=O)CCCCCC)=NO (3-amino-3-(hydroxyimino)propyl)(n-hexyl)phosphinic acid